(4R)-N-(7-chloro-6-(trans-4-((R)-3-fluoropyrrolidin-1-yl)cyclohexyl)isoquinolin-3-yl)-2,2-dimethyltetrahydro-2H-pyran-4-carboxamide ClC1=C(C=C2C=C(N=CC2=C1)NC(=O)[C@H]1CC(OCC1)(C)C)[C@@H]1CC[C@H](CC1)N1C[C@@H](CC1)F